CCC(CC)N1N=CC(=C1)C=1C=2N(C=C(N1)C=1C=NN(C1)[C@@H]1[C@H](CCC1)O)N=CC2 (1S,2S)-2-(4-(4-(1-(pentan-3-yl)-1H-pyrazol-4-yl)pyrazolo[1,5-a]pyrazin-6-yl)-1H-pyrazol-1-yl)cyclopentanol